C[C@H]1C(=C(O[C@]1(C(F)(F)F)C)C(=O)OCC)OS(=O)(=O)C(F)(F)F |r| ethyl rac-(4R,5R)-4,5-dimethyl-5-(trifluoromethyl)-3-(((trifluoromethyl) sulfonyl)oxy)-4,5-dihydrofuran-2-carboxylate